tert-butyl-((2-(azetidin-1-ylsulfonyl)-4-bromophenoxy) methyl) piperidine-1-carboxylate N1(CCCCC1)C(=O)OC(OC1=C(C=C(C=C1)Br)S(=O)(=O)N1CCC1)C(C)(C)C